rac-7-bromo-2-((1S*,2S*)-2-(4-methylpyrimidin-2-yl)cyclopropyl)quinolin BrC1=CC=C2C=CC(=NC2=C1)[C@@H]1[C@H](C1)C1=NC=CC(=N1)C |r|